3-([1,1'-biphenyl]-4-yl)isoxazole C1(=CC=C(C=C1)C1=NOC=C1)C1=CC=CC=C1